tetramethyl (((3'-methyl-4-pentyl-[1,1'-biphenyl]-2,6-diyl)bis(oxy))bis(propane-2,2-diyl)) bis(phosphate) P(=O)(OC)(OC)OC(C)(C)OC1=CC(=CC(=C1C1=CC(=CC=C1)C)OC(C)(C)OP(=O)(OC)OC)CCCCC